C(N)(=N)C=1C=C(C(=O)N(C)C)C(=CN1)OC(C)C 2-carbamimidoyl-5-isopropoxy-N,N-dimethylisonicotinamide